C(C)(C)(C)OC(=O)N1C[C@H]([C@H](CC1)OCC#CC1=CC=2N(C=C1)C(=CN2)N2C(NC(CC2)=O)=O)F (3R,4S)-4-[3-[3-(2,4-Dioxohexahydropyrimidin-1-yl)imidazo[1,2-a]Pyridin-7-yl]Prop-2-ynyloxy]-3-fluoro-piperidine-1-carboxylic acid tert-butyl ester